6-(1-(1-(oxetan-3-yl)piperidin-4-yl)-1H-pyrazol-4-yl)benzo[d]thiazol-2(3H)-one O1CC(C1)N1CCC(CC1)N1N=CC(=C1)C1=CC2=C(NC(S2)=O)C=C1